FC(C(=O)O)(F)F.FC(C(=O)O)(F)F.CC=1C=C(C(=O)NC2=C(C=C(C=C2)N2CCNCC2)C)C=CC1N1CCNCC1 3-methyl-N-(2-methyl-4-(piperazin-1-yl)phenyl)-4-(piperazin-1-yl)benzamide bistrifluoroacetic acid salt